COC1=CC(=CC2=C1C(=NO2)NS(=O)(=O)C2=C(C=CC=C2)OC)CN2N=CC(=C2)CNC(CNC(C#C)=O)=O N-(2-(((1-((4-methoxy-3-((2-methoxyphenyl)sulfonamido)benzo[d]isoxazol-6-yl)methyl)-1H-pyrazol-4-yl)methyl)amino)-2-oxoethyl)propiolamide